N1=CC(=CC=C1)C=1C2=CC=CC=C2N=C2C=CC=CC12 9-(3-pyridyl)acridine